trans-2-(1-acetyl-4-piperidinyl)-N-(8-amino-6-chloro-2,7-naphthyridin-3-yl)cyclopropanecarboxamide C(C)(=O)N1CCC(CC1)[C@H]1[C@@H](C1)C(=O)NC=1N=CC2=C(N=C(C=C2C1)Cl)N